C(C)(=O)NC=1C=C(C(=C(C1)C(C(=O)O)(F)F)Cl)Cl 2-(5-acetamido-2,3-dichlorophenyl)-2,2-difluoroacetic acid